NC1=C2C(=NC=N1)N(N=C2C2=CC=C(C=C2)OC2=CC=CC=C2)C2CCC(CC2)CN2C1CN(CC2C1)C=1C=C2C(N(C(C2=CC1)=O)C1C(NC(CC1)=O)=O)=O 5-(6-((4-(4-Amino-3-(4-phenoxyphenyl)-1H-pyrazolo[3,4-d]pyrimidin-1-yl)cyclohexyl)methyl)-3,6-diazabicyclo[3.1.1]heptane-3-yl)-2-(2,6-dioxopiperidin-3-yl)isoindoline-1,3-dione